2-(benzotriazol-1-yl)-N-[(3-cyanophenyl)methyl]-N-[4-(1H-imidazol-4-yl)phenyl]acetamide N1(N=NC2=C1C=CC=C2)CC(=O)N(C2=CC=C(C=C2)C=2N=CNC2)CC2=CC(=CC=C2)C#N